ClC=1C(=CC(=NC1)NC(N[C@@H]1CC12CCN(CC2)C(=O)NC)=O)C2=C1N(N=C2)CC(C1)(C)C (R)-1-(3-(5-chloro-4-(5,5-dimethyl-5,6-dihydro-4H-pyrrolo[1,2-b]pyrazol-3-yl)pyridin-2-yl)ureido)-N-methyl-6-azaspiro[2.5]octane-6-carboxamide